[Fe+3].C(CC)CC(CC(=O)[O-])=O.C(CC)CC(CC(=O)[O-])=O.C(CC)CC(CC(=O)[O-])=O tri(n-propyl acetoacetate) iron